C(C1=CC=CC=C1)=C1C(CCC=C1)=O benzylidene-3-cyclohexenone